FC(C1=CC=C(C=N1)C=1N=CN(C1)C12CC(C1)(C2)NC(OC(C)(C)C)=O)(F)F tert-butyl (3-(4-(6-(trifluoromethyl)pyridin-3-yl)-1H-imidazol-1-yl)bicyclo[1.1.1]pentan-1-yl)carbamate